tert-butyl-(dimethyl)chlorosilane C(C)(C)(C)[Si](Cl)(C)C